2,3-dihydro-1,4-benzodioxin-6-ylmethylamine O1CCOC2=C1C=CC(=C2)CN